Cl.C1(CC1)OC[C@H](N)C1=CC(=CC=C1)OC(F)F (R)-2-cyclopropyloxy-1-(3-(difluoromethoxy)phenyl)ethan-1-amine hydrochloride